2-(3-((1s,3s)-3-(fluoromethyl)-1-(4-methyl-4H-1,2,4-triazol-3-yl)cyclobutyl)phenyl)-6-(((1-methylcyclobutyl)amino)methyl)-4-(trifluoromethyl)isoindolin-1-one FCC1CC(C1)(C1=NN=CN1C)C=1C=C(C=CC1)N1C(C2=CC(=CC(=C2C1)C(F)(F)F)CNC1(CCC1)C)=O